COC(CCC1=C(C=C(C=C1O)OC)O)=O 3-(2,6-dihydroxy-4-methoxyphenyl)propionic acid methyl ester